4,4-bis(2,3-epoxypropoxy)octafluorobiphenyl C(C1CO1)OC1(C(C(=C(C(=C1F)F)C1=C(C(=C(C(=C1)F)F)F)F)F)F)OCC1CO1